2-(6-bromo-4-fluoro-1-oxoisoindolin-2-yl)-2-(6,7-dihydro-5H-pyrrolo[1,2-c]imidazol-1-yl)acetic acid ethyl ester C(C)OC(C(C1=C2N(C=N1)CCC2)N2C(C1=CC(=CC(=C1C2)F)Br)=O)=O